Methyl-(S)-3-((7-oxo-1-(5-phenyl-1H-imidazol-2-yl)nonyl)carbamoyl)-1-oxa-2,8-diazaspiro[4.5]dec-2-en-8-carboxylat COC(=O)N1CCC2(CC(=NO2)C(N[C@@H](CCCCCC(CC)=O)C=2NC(=CN2)C2=CC=CC=C2)=O)CC1